C(C)N(CCC[SiH](C1=CC=C(C=C)C=C1)COCC)CC 4-[(3-diethylaminopropyl)ethoxymethylsilyl]styrene